methyl-2-(((3,3,3-trifluoropropyl)amino)methyl)pyrrolo[2,1-f][1,2,4]triazin-4(3H)-one CN1C(=NN2C(C1=O)=CC=C2)CNCCC(F)(F)F